ClC=1N=C2C(=C(C(N(C2=CC1)C)=O)C#N)N1CCC(CC1)(OC)CC1=NC=C(C=C1)Cl 6-chloro-4-{4-[(5-chloropyridin-2-yl)methyl]-4-methoxypiperidin-1-yl}-1-methyl-2-oxo-1,2-dihydro-1,5-naphthyridine-3-carbonitrile